COC=1N(C=C(N1)C)C(=O)NCCCOC(F)(F)F 2-Methoxy-4-methyl-N-(3-(trifluoromethoxy)-propyl)-1H-imidazole-1-carboxamide